COC1=CC(=NC=C1C#CC1=C(C=CC=C1)NS(=O)(=O)C=1C=CC(=C2C=CC=NC12)OC)C(=O)OCCOC 2-methoxyethyl 4-methoxy-5-{2-[2-(5-methoxyquinoline-8-sulfonamido)phenyl]ethynyl}pyridine-2-carboxylate